(1s,3s)-adamantan-1-amine hydrochloride Cl.C12(CC3CC(CC(C1)C3)C2)N